tert-butyl (S)-2-((tert-butoxycarbonyl)amino)-3-(6-cyanoquinolin-2-yl)propanoate C(C)(C)(C)OC(=O)N[C@H](C(=O)OC(C)(C)C)CC1=NC2=CC=C(C=C2C=C1)C#N